2,3-dibromo-1,4-dibutoxybut-2-ene BrC(COCCCC)=C(COCCCC)Br